5,6-dihydro-4H-pyrrolo[1,2-b]pyrazole-2-carboxylic acid ethyl ester C(C)OC(=O)C=1C=C2N(N1)CCC2